N1(CCCCCC1)C=1N=C(C2=C(C=NNC2=O)N1)NC1=CC=C(C=C1)N1CC(N(CC1)CC)=O 2-(Azepan-1-yl)-4-((4-(4-ethyl-3-oxopiperazin-1-yl)phenyl)amino)pyrimido[4,5-d]pyridazin-5(6H)-on